2,4-dihydroxyphenyl-4,6-bis(2,4-xylyl)-1,3,5-triazine OC1=C(C=CC(=C1)O)C1=NC(=NC(=N1)C1=C(C=C(C=C1)C)C)C1=C(C=C(C=C1)C)C